((3R,5R)-4-(chroman-6-carbonyl)-3,5-dimethylpiperazin-1-yl)(2-fluoro-4-methoxyphenyl)methanone O1CCCC2=CC(=CC=C12)C(=O)N1[C@@H](CN(C[C@H]1C)C(=O)C1=C(C=C(C=C1)OC)F)C